pyrrolo[3,2-b]pyridine-1,2-dicarboxylate N1(C(=CC2=NC=CC=C21)C(=O)[O-])C(=O)[O-]